Cl.NC1=CC(=NC=C1CCCOC)NC(C)=O N-(4-amino-5-(3-methoxypropyl)pyridin-2-yl)acetamide hydrochloride